[N+](=O)([O-])C=1C=C2CNC(NC2=CC1)=O 6-nitro-3,4-dihydroquinazoline-2(1H)-one